ClC=1C(=NC(=NC1)N1CCC2(C(N3[C@H](O2)CC[C@H]3C3=CC(=CC(=C3)F)F)=O)CC1)OC (5'S,7a'R)-1-(5-chloro-4-methoxypyrimidin-2-yl)-5'-(3,5-difluorophenyl)tetrahydro-3'H-spiro[piperidine-4,2'-pyrrolo[2,1-b][1,3]oxazol]-3'-one